C(C)OC(CC1CC2C(CN(C2)C(=O)OC(C)(C)C)C1)=O tert-Butyl trans-5-(2-ethoxy-2-oxoethyl)hexahydrocyclopenta[c]pyrrole-2(1H)-carboxylate